3,3-difluoro-1-(trifluoromethyl)cyclobutane FC1(CC(C1)C(F)(F)F)F